(3S,4S)-1-(4-ethynylbenzoyl)-N3,N4-bis((1S,2R)-2-phenylcyclopropyl)pyrrolidine-3,4-dicarboxamide C(#C)C1=CC=C(C(=O)N2C[C@H]([C@@H](C2)C(=O)N[C@@H]2[C@H](C2)C2=CC=CC=C2)C(=O)N[C@@H]2[C@H](C2)C2=CC=CC=C2)C=C1